BrC=1C=C(C=C2C=C(NC12)C=1CN(CCC1)C(=O)OC(C)(C)C)C(=O)N1CC=2N(N=CC2C1)C 1-Tert-butyl 3-(7-bromo-5-(1-methyl-1,4,5,6-tetrahydropyrrolo[3,4-c]pyrazole-5-carbonyl)-1H-indol-2-yl)-5,6-dihydropyridine-1(2H)-carboxylate